2-ethyl-4-methyl-1,7-diamino-heptane C(C)C(CN)CC(CCCN)C